FC(C(=O)O)(F)F.FC(C(=O)O)(F)F.N1(CCC1)C=1C2=C(N=C(N1)C)CN(C2)C(=O)[C@H]2CNCC2 (R)-(4-(Azetidin-1-yl)-2-methyl-5,7-dihydro-6H-pyrrolo[3,4-d]pyrimidin-6-yl)(pyrrolidin-3-yl)methanone bistrifluoroacetate